C(#N)C1=C(OC=2C=C3C(N(C=NC3=CC2)CCC2CCN(CC2)C(=O)OC(C)(C)C)=O)C(=CC=C1NS(=O)(=O)C1CCCCC1)F tert-butyl 4-[2-[6-[2-cyano-3-(cyclohexylsulfonylamino)-6-fluoro-phenoxy]-4-oxo-quinazolin-3-yl]ethyl]piperidine-1-carboxylate